N1=CCNC12CCN(CC2)C(=O)[O-] 1,4,8-triazaspiro[4.5]dec-1-ene-8-carboxylate